oct-1,3,7-triene C=CC=CCCC=C